C1(CCC1)C#CC=1C=C(C=CC1)C1=CC(=C(N1CC1=CC(=C(C=C1)S(N)(=O)=O)F)CC1CC1)C=1SC(=C(N1)C(=O)O)C 2-(5-(3-(cyclobutylethynyl)phenyl)-2-(cyclopropylmethyl)-1-(3-fluoro-4-sulfamoylbenzyl)-1H-pyrrol-3-yl)-5-methylthiazole-4-carboxylic acid